1-(2-ethyl-4-(1-(((4-cyclohexyl-3-methylbenzyl)oxy)imino)ethyl)benzyl)pyrrolidine-3-carboxylic acid C(C)C1=C(CN2CC(CC2)C(=O)O)C=CC(=C1)C(C)=NOCC1=CC(=C(C=C1)C1CCCCC1)C